CC1=C(C(=CC(=C1)C)C)N1C(N(C=C1)C1=C(C=C(C=C1C)C)C)=[Cu-2]Cl [1,3-bis(2,4,6-trimethylphenyl)imidazol-2-ylidene]copper (I) chloride